N[C@@H]1CN(CC1F)C(=O)OC(C)(C)C tert-butyl (3R)-3-amino-4-fluoropyrrolidine-1-carboxylate